CC(C)C(=O)O[C@H](CC(=O)[O-])C[N+](C)(C)C Isobutyryl-L-carnitine